N-((3S,4R)-4-((3-(2,6-dichloro-3,5-dimethoxyphenyl)-1-oxo-1H-pyrano[4,3-c]pyridin-7-yl)amino)pyrrolidin-3-yl)acrylamide ClC1=C(C(=C(C=C1OC)OC)Cl)C1=CC=2C=NC(=CC2C(O1)=O)N[C@H]1[C@H](CNC1)NC(C=C)=O